Methyl 3-(4-hydroxy-3-nitrophenyl)-2,2-dimethylpropionate OC1=C(C=C(C=C1)CC(C(=O)OC)(C)C)[N+](=O)[O-]